N-(4-(8-pentanoyl-8-azabicyclo[3.2.1]oct-3-yl)-1H-pyrrolo[2,3-b]pyridin-6-yl)cyclopropylcarboxamide C(CCCC)(=O)N1C2CC(CC1CC2)C2=C1C(=NC(=C2)NC(=O)C2CC2)NC=C1